BrC1=NC(=CC2=C(C=CC=C12)C(C)CCO[Si](C)(C)C(C)(C)C)Cl bromo-5-(4-((tert-butyldimethylsilyl)oxy)butan-2-yl)-3-chloroisoquinoline